CC1C(C[C@@H](CC1)C(C)(C)O)S(=O)(=O)C1=CC=C(C)C=C1 2-((1R)-4-methyl-3-(p-toluenesulfonyl)cyclohexyl)propan-2-ol